C(#C)C1=CC=C(C=C1)C=1N=C2N(C=CC(=C2)C2=CC=CC=C2)C1NC1=CC=C(C(=O)OC)C=C1 Methyl 4-((2-(4-ethynylphenyl)-7-phenylimidazo[1,2-a]pyridin-3-yl)amino)benzoate